aminotetrahydropyrrole NN1CCCC1